tert-butyl (S)-(1-(5-((4,4-difluorocyclohexyl)carbamoyl)-3-(3,5-difluorophenyl)-2-methoxypyridin-4-yl)pyrrolidin-3-yl)carbamate FC1(CCC(CC1)NC(=O)C=1C(=C(C(=NC1)OC)C1=CC(=CC(=C1)F)F)N1C[C@H](CC1)NC(OC(C)(C)C)=O)F